CN1CCOCC1 n-methylmorpholine